BrC1=NC=CC(=C1)N1CC2C(C(C1)C2)CCCCCCO 6-[3-(2-bromopyridin-4-yl)-3-azabicyclo[3.1.1]heptan-6-yl]hexan-1-ol